C(C)(C)(C)OC(=O)N[C@@H]([C@@H](C(=O)N[C@H](C(=O)O)C1=CC(=CC=C1)OC(F)(F)F)O)CC1=CC(=CC=C1)F (S)-2-((2S,3R)-3-((tert-butoxycarbonyl)amino)-4-(3-fluorophenyl)-2-hydroxybutanamido)-2-(3-(trifluoromethoxy)phenyl)acetic acid